Diisopentyl 9,9'-((4-((2-(4-(2-((4-(bis(2-hydroxy-7-(isopentyloxy)-7-oxoheptyl)amino)butanoyl)oxy)ethyl)piperazin-1-yl)ethyl)disulfaneyl)butyl)azanediyl)bis(8-hydroxynonanoate) OC(CN(CCCC(=O)OCCN1CCN(CC1)CCSSCCCCN(CC(CCCCCCC(=O)OCCC(C)C)O)CC(CCCCCCC(=O)OCCC(C)C)O)CC(CCCCC(OCCC(C)C)=O)O)CCCCC(=O)OCCC(C)C